3-(6-methoxy-3-nitro-pyridin-2-yl)propan-1-amine hydrochloride Cl.COC1=CC=C(C(=N1)CCCN)[N+](=O)[O-]